N-(((2S,5R)-6-(phenylmethyloxy)-7-oxo-1,6-diazabicyclo[3.2.1]oct-2-yl)(imino)methyl)-6-(trifluoromethyl)nicotinamide C1(=CC=CC=C1)CON1[C@@H]2CC[C@H](N(C1=O)C2)C(NC(C2=CN=C(C=C2)C(F)(F)F)=O)=N